FC(C1=C(C=CC(=C1)C(F)(F)F)[C@H](C)N1N=CC(=C1)NC(=O)C=1OC(=NN1)C1=NC=CC=C1)(F)F (S)-(R)-N-(1-(1-(2,4-bis(trifluoromethyl)phenyl)ethyl)-1H-pyrazol-4-yl)-5-(pyridin-2-yl)-1,3,4-oxadiazole-2-carboxamide